6-(benzyloxy)-1-[(E)-2-(5-{2-[3-(but-3-yn-1-yl)-3H-diazirin-3-yl]ethoxy}-1-methyl-1H-pyrrolo[2,3-b]pyridin-3-yl)ethenyl]-7-methoxy-1,2,3,4-tetrahydroisoquinoline C(C1=CC=CC=C1)OC=1C=C2CCNC(C2=CC1OC)\C=C\C1=CN(C2=NC=C(C=C21)OCCC2(N=N2)CCC#C)C